ClC1=CC2=C(C(=N1)C(=O)OCC)COC2 ethyl 6-chloro-1H,3H-furo[3,4-c]pyridine-4-carboxylate